N[C@H]1CN(C[C@@H](C1)F)C(=O)C=1C=C(C=2N(C1)N=C(C2C)C=2N(C1=C(C=CC=C1C2)OCC2CC(N(C2)C)=O)CC2CC2)OC 4-(((2-(6-((3r,5r)-3-amino-5-fluoropiperidine-1-carbonyl)-4-methoxy-3-methylpyrazolo[1,5-a]pyridin-2-yl)-1-(cyclopropylmethyl)-1H-indol-7-yl)oxy)methyl)-1-methylpyrrolidin-2-one